N=1N=C(NC1)COC1=C(C=C(C=C1OC)C1=CC(=CC=2N(C(N(C21)C)=O)CC(=O)N2CCN(CC2)C)C(F)(F)F)F 4-(4-((4H-1,2,4-triazol-3-yl)methoxy)-3-fluoro-5-methoxyphenyl)-3-methyl-1-(2-(4-methylpiperazin-1-yl)-2-oxoethyl)-6-(trifluoromethyl)-1,3-dihydro-2H-benzo[d]imidazol-2-one